[OH-].[OH-].C(CC)[Hf+2]CCC di-n-propylhafnium dihydroxide